7-bromoimidazo[2,1-f][1,2,4]triazin-4-amine BrC1=CN=C2C(=NC=NN21)N